ClC=1C=C(C=C(C1)NS(=O)(=O)C)NC(=O)C=1SC(=C(C1)C1=NC=CC=C1O[C@H](C)C=1C=NC=C(C1)F)C (R)-N-(3-chloro-5-(methylsulfonamido)phenyl)-4-(3-(1-(5-fluoropyridin-3-yl)ethoxy)pyridin-2-yl)-5-methylthiophene-2-carboxamide